O[C@](CC)([2H])C1=CC(=C(C=N1)C=1C=NC2=CC(=NC=C2C1)NC(=O)C1CC1)C N-(3-(6-((S)-1-hydroxypropyl-1-d)-4-methylpyridin-3-yl)-1,6-naphthyridin-7-yl)cyclopropane-1-carboxamide